C(C)(C)(C)OC(=O)N1C(=CC2=CC=CC(=C12)OCC1=CC=CC=C1)CCNC(=O)OC(C)(C)C 2-(((tert-butoxycarbonyl)amino)ethyl)-7-benzyloxy-1H-indole-1-carboxylic acid tert-butyl ester